CC1=CC(C(=NN1C1=CC=CC=C1)C(=O)NC1=NC=NC(=C1)C)=O 6-methyl-N-(6-methylpyrimidin-4-yl)-4-oxo-1-phenyl-1,4-dihydropyridazine-3-carboxamide